5-ethyl-6-octyl-3,7-dihydro[1,2,4]triazolo[1,5-a]pyrimidin-7-amine C(C)C=1N=C2N(C(C1CCCCCCCC)N)N=CN2